C(C1=CC=CC=C1)NC1=NN(C(=N1)N1CCCC1)C N-benzyl-1-methyl-5-(pyrrolidin-1-yl)-1H-1,2,4-triazol-3-amine